CN(S(=O)(=O)N1CC(N(CC1)C=1NC(C=C(C1)N1C(COCC1)C)=O)C(F)(F)F)C N,N-dimethyl-4-[4-(3-methylmorpholin-4-yl)-6-oxo-1H-pyridin-2-yl]-3-(trifluoromethyl)piperazine-1-sulfonamide